FC(=C(C1=NC=C(C(=C1)C=1N=C(C=2N(C1)C=CN2)OC)OC)N(C(=O)N[C@H](C(F)(F)F)CCC(F)(F)F)CC)F (S)-1-(2,2-difluoro-1-(5-methoxy-4-(8-methoxyimidazo[1,2-a]pyrazin-6-yl)pyridin-2-yl)vinyl)-1-ethyl-3-(1,1,1,5,5,5-hexafluoropentan-2-yl)urea